tert-butyl (2S)-2-[3-[[2-(2,6-dioxo-3-piperidyl)-1,3-dioxo-isoindolin-4-yl]amino] propoxymethyl]morpholine-4-carboxylate O=C1NC(CCC1N1C(C2=CC=CC(=C2C1=O)NCCCOC[C@@H]1CN(CCO1)C(=O)OC(C)(C)C)=O)=O